C(C1CO1)OCC1CO1 di(2,3-epoxypropyl) ether